3-[(5-fluoro-3-oxo-isoindolin-4-yl)amino]-4-[[(1R)-1-(5-methyl-2-furyl)propyl]amino]cyclobut-3-ene-1,2-dione FC=1C(=C2C(NCC2=CC1)=O)NC=1C(C(C1N[C@H](CC)C=1OC(=CC1)C)=O)=O